N-[(2S)-1-Hydroxypropan-2-yl]-3-oxo-2-(1,2-thiazol-4-yl)-6-[6-(trifluoromethyl)pyridin-3-yl]-2,3-dihydropyridazine-4-carboxamide OC[C@H](C)NC(=O)C=1C(N(N=C(C1)C=1C=NC(=CC1)C(F)(F)F)C=1C=NSC1)=O